3-(3,5-difluoro-4-(4-oxopiperidin-1-yl)phenoxy)piperidine-2,6-dione FC=1C=C(OC2C(NC(CC2)=O)=O)C=C(C1N1CCC(CC1)=O)F